(3R)-3-(tert-butoxycarbonylamino)-8-fluoro-4-oxo-5-[[4-(trifluoromethoxy)phenyl]methyl]-2,3-dihydro-1,5-benzothiazepine-7-carboxylic acid C(C)(C)(C)OC(=O)N[C@H]1CSC2=C(N(C1=O)CC1=CC=C(C=C1)OC(F)(F)F)C=C(C(=C2)F)C(=O)O